sodium 2-[(tris(hydroxymethyl)methyl)amino]-1-ethanesulfonate OCC(CO)(CO)NCCS(=O)(=O)[O-].[Na+]